(Z)-1-acetyl-2-((4-(morpholinometh-yl)quinolin-2-yl)-methylene)indolin-3-one C(C)(=O)N1\C(\C(C2=CC=CC=C12)=O)=C/C1=NC2=CC=CC=C2C(=C1)CN1CCOCC1